CC1OC2=CSC=3C(NC(=C(C1)C32)C)=O 4,6-dimethyl-5,7-dihydro-3-oxa-1-thia-7-aza-acenaphthylen-8(4H)-one